C(C)C(COC(CCCSC1=C(C2=C(NC(N2)=O)C=C1)Cl)=O)CCCC 4-((4-chloro-2-oxo-2,3-dihydro-1H-benzo[d]imidazol-5-yl)thio)butanoic acid 2-ethylhexyl ester